CC1(OB(OC1(C)C)C=1C=C(C=CC1)CCC(=O)[O-])C 3-(3-(4,4,5,5-tetramethyl-1,3,2-dioxaborolan-2-yl)phenyl)propanoate